Cl.N1CCC12COCC2 6-oxa-1-azaspiro[3.4]octane hydrochloride